NC1=CC(=CN=N1)C1=CC(=C2C=NNC2=C1)NCCOCCCCNCC=1C=C(C(=O)N)C=C(C1)OC(F)(F)F 3-(((4-(2-((6-(6-aminopyridazin-4-yl)-1H-indazol-4-yl)amino)ethoxy)butyl)amino)methyl)-5-(trifluoromethoxy)benzamide